C(C(C)(C)C)(=O)OC.C(C(C)(C)C)(=O)OCCCCC Methyl amyl dipivalate